CC1CCC(C(C1)=O)C(C)(C)SC1C(C(CC1)=O)CCCCC 5-Methyl-2-(2-((3-oxo-2-pentylcyclopentyl)thio)propan-2-yl)cyclohexan-1-one